(E)-alpha-methyl-cinnamyl alcohol C/C(/CO)=C\C1=CC=CC=C1